BrC1=C(C=CC(=C1)OC1=CC(=C(C=C1)C1=NC2=C(N1)C=C(C=C2)C(NC(C)C)=N)OC)C2=NC1=C(N2)C=C(C=C1)C(NC(C)C)=N 2-(2-Bromo-4-(4-(6-(N-isopropylcarbamimidoyl)-1H-benzo[d]imidazol-2-yl)-3-methoxyphenoxy)phenyl)-N-isopropyl-1H-benzo[d]imidazole-6-carboximidamide